BrC=1C(=CC(=NC1)N)C(F)(F)F 5-bromo-4-(trifluoro-methyl)pyridin-2-amine